N-(2-(6-((((3-(6-hydroxy-3-oxoisoindolin-1-yl)-1H-indol-2-yl)methyl)amino)methyl)-1-((1-methyl-1H-imidazol-4-yl)methyl)-1H-indol-3-yl)ethyl)-3,6,9,12-tetraoxapentadecan-15-amide OC1=CC=C2C(NC(C2=C1)C1=C(NC2=CC=CC=C12)CNCC1=CC=C2C(=CN(C2=C1)CC=1N=CN(C1)C)CCNC(CCOCCOCCOCCOCC)=O)=O